(S)-N-(4-(3-(2-cyclobutylpyridin-4-yl)phenyl)thiazol-2-yl)-1-(5-methyl-1-(methylsulfonyl)-1H-pyrrole-3-carbonyl)pyrrolidine-2-carboxamide C1(CCC1)C1=NC=CC(=C1)C=1C=C(C=CC1)C=1N=C(SC1)NC(=O)[C@H]1N(CCC1)C(=O)C1=CN(C(=C1)C)S(=O)(=O)C